O1C(=CC=C1)CNCCCN1CCOCC1 Furan-2-ylmethyl-(3-morpholin-4-yl-propyl)-amine